NC1=NC=NN2C1=C(C=C2C=2C=C(C(=C(C(=O)N[C@@H]1CN(C[C@@H]1F)C(=O)C1CC(C1)F)C2)C)F)C(F)(F)F 5-[4-amino-5-(trifluoromethyl)pyrrolo[2,1-f][1,2,4]triazin-7-yl]-3-fluoro-N-[(3R,4S)-4-fluoro-1-(3-fluorocyclobutanecarbonyl)pyrrolidin-3-yl]-2-methylbenzamide